ClC=1C=C(C=CC1)C#CC1=NN=C2N1CCN(C2)C(=O)C2=CC(=CC=C2)C(F)(F)F [3-[2-(3-Chlorophenyl)ethynyl]-6,8-dihydro-5H-[1,2,4]triazolo[4,3-a]pyrazin-7-yl]-[3-(trifluoromethyl)phenyl]methanone